6-(hydroxymethyl)-2,4-dimethyl-4H-thiazolo[5',4':4,5]pyrrolo[2,3-d]pyridazin-5(6H)-one OCN1N=CC2=C(C1=O)N(C1=C2SC(=N1)C)C